C12CN(CC(CC1)C2)C=O (3-azabicyclo[3.2.1]oct-3-yl)methanone